OC(C(=O)C1=CC=C(C=C1)C(C)C)(C)C 2-hydroxy-4'-isopropyl-2-methylpropionophenone